COC1=CC=C2C(CCOC2=C1S(=O)O)(C)C 7-methoxy-4,4-dimethylchromane-8-sulfinic acid